2-(((2R,3S,4R,5R)-5-(4-amino-2-oxopyrimidin-1(2H)-yl)-3-ethynyl-3,4-dihydroxytetrahydrofuran-2-yl)methoxy)-2-(4-(2-oxotetrahydropyrimidin-1(2H)-yl)benzyl)malonic acid NC1=NC(N(C=C1)[C@H]1[C@@H]([C@@]([C@H](O1)COC(C(=O)O)(C(=O)O)CC1=CC=C(C=C1)N1C(NCCC1)=O)(O)C#C)O)=O